O=C1CC2C=CC(C1)N2C(=O)OCC2=CC=CC=C2 benzyl 3-oxo-8-azabicyclo[3.2.1]oct-6-ene-8-carboxylate